2-hydroxypropyl-methacrylate OC(COC(C(=C)C)=O)C